N1C[C@@H](C[C@@H](C1)C(=O)OC)C(=O)OC |o1:2,4| dimethyl (3R*,5S*)-piperidine-3,5-dicarboxylate